6-bromo-2-isopropyl-1,4-dihydroisoquinolin BrC=1C=C2CCN(CC2=CC1)C(C)C